C(C1=CC=CC=C1)OC(=O)N(CC(CCC(C(=O)OC)(C)C1=CC(=CC=C1)Br)(C)C)C methyl 6-(((benzyloxy)carbonyl)(methyl)amino)-2-(3-bromophenyl)-2,5,5-trimethyl-hexanoate